C(#N)C=1C(=NC=C(C1)C1CC1)N1CCN(CC1)C(=O)[O-] 4-(3-Cyano-5-cyclopropylpyridin-2-yl)piperazine-1-carboxylate